C(=O)(OOOCCOCC)OC(=O)OOOCCOCC di(2-ethoxyethylperoxy) dicarbonate